(t-butoxycarbonyl)homoserine C(C)(C)(C)OC(=O)N[C@@H](CCO)C(=O)O